C(C)(C)C1=CC=C(C=C1)N1N=C(N=C1)C(=O)N(C1=CC=C(C=C1)C)C 1-(4-isopropylphenyl)-N-methyl-N-(p-tolyl)-1H-1,2,4-triazole-3-carboxamide